BrC=1C(=CC(=NC1)NC1(CC1)C(F)(F)F)C(F)(F)F 5-bromo-4-(trifluoromethyl)-N-(1-(trifluoromethyl)cyclopropyl)pyridin-2-amine